3-(6-(2,2-Difluoro-6-azaspiro[3.4]octan-6-yl)pyridin-3-yl)-N-(3-fluoro-4-(3-fluoro-1H-pyrazol-4-yl)phenyl)-1-methyl-1H-1,2,4-triazol-5-amine FC1(CC2(C1)CN(CC2)C2=CC=C(C=N2)C2=NN(C(=N2)NC2=CC(=C(C=C2)C=2C(=NNC2)F)F)C)F